6-Bromo-3,4-dimethylcinnoline BrC=1C=C2C(=C(N=NC2=CC1)C)C